C(C)(=O)OC[C@H]1O[C@H](C[C@@H]1OC(C)=O)N1C2=NC=NC(=C2N=C1)[2H] ((2R,3S,5R)-3-acetoxy-5-(9H-purin-9-yl-6-d)tetrahydrofuran-2-yl)methyl acetate